rac-(2R,3R)-3-(3,3-difluorobutyl)-2-fluoro-5-(4-fluorophenyl)-8-hydroxy-7-(trifluoromethyl)-2,3,4,5-tetrahydrobenzo[b][1,4]thiazepine 1,1-dioxide FC(CC[C@@H]1CN(C2=C(S([C@H]1F)(=O)=O)C=C(C(=C2)C(F)(F)F)O)C2=CC=C(C=C2)F)(C)F |r|